C(C)C1(C([C@H](C=C[C@H]1C)C)(C(=O)[O-])CCC)C(=O)[O-] cis-1-ethyl-2-propyl-3,6-dimethylcyclohex-4-ene-1,2-dicarboxylate